4-methyl-2-indenyl phenyl phosphate P(=O)(OC=1CC2=CC=CC(=C2C1)C)(OC1=CC=CC=C1)[O-]